3-{4-[4-((4-[2-(6,6-dimethyl-1,4,5,7-tetrahydroindazol-3-yl)-1H-indole-6-carbonyl]piperazin-1-yl)methyl)piperidin-1-yl]phenyl}piperidine-2,6-dione CC1(CCC=2C(=NNC2C1)C=1NC2=CC(=CC=C2C1)C(=O)N1CCN(CC1)CC1CCN(CC1)C1=CC=C(C=C1)C1C(NC(CC1)=O)=O)C